(R)-1-(1-(1,4-dioxaspiro[4.5]decan-8-yl)ethyl)-2-(bromomethyl)-1H-indole-3-carboxylic acid methyl ester COC(=O)C1=C(N(C2=CC=CC=C12)[C@H](C)C1CCC2(OCCO2)CC1)CBr